ClC1=CC=C(C=C1)[N+]1=COC2=C1C=CC=C2 N-(p-chlorophenyl)benzoxazolium